2-difluoromethyl-1,3-difluorobenzene FC(C1=C(C=CC=C1F)F)F